(5S,8S,10aR)-N-((R)-chroman-4-yl)-3-(1-hydroxycyclopropane-1-carbonyl)-5-((S)-2-(methylamino)propanamido)-6-oxodecahydropyrrolo[1,2-a][1,5]diazocine-8-carboxamide O1CC[C@H](C2=CC=CC=C12)NC(=O)[C@@H]1CC[C@H]2N1C([C@H](CN(CC2)C(=O)C2(CC2)O)NC([C@H](C)NC)=O)=O